(6-bromo-1H-indol-1-yl)(4-(5-(3,5-dichlorophenyl)-5-(trifluoromethyl)Phenyl)-4,5-dihydroisoxazol-3-yl)phenyl-methanone BrC1=CC=C2C=CN(C2=C1)C1=C(C=CC=C1)C(=O)C1=NOCC1C=1C=CCC(C1)(C(F)(F)F)C1=CC(=CC(=C1)Cl)Cl